(S)-tetrahydrofuran-3-yl (4-((7-chloro-1-methyl-2-((5-methyl-4-oxo-4,5,6,7-tetrahydropyrazolo[1,5-a]pyrazin-2-yl)amino)-1H-imidazo[4,5-b]pyridin-6-yl)oxy)pyridin-2-yl)carbamate ClC1=C2C(=NC=C1OC1=CC(=NC=C1)NC(O[C@@H]1COCC1)=O)N=C(N2C)NC2=NN1C(C(N(CC1)C)=O)=C2